(3-((6-((4-fluorobenzyl)oxy)pyridin-3-yl)methyl)isoxazol-5-yl)pyridin-2-amine FC1=CC=C(COC2=CC=C(C=N2)CC2=NOC(=C2)C=2C(=NC=CC2)N)C=C1